3-(methylthio)propan-1-ol indium phosphorus [P].[In].CSCCCO